C1(CCCCC1)N[C@@H](C)C(=O)O cyclohexylalanine